gamma-methacryloxyhexyl-trimethoxysilane C(C(=C)C)(=O)OC(CC[Si](OC)(OC)OC)CCC